FC=1C=C(C=CC1)[C@H](CNC(C)(C)C1CCC(CC1)C(=O)OC)O Methyl (1S,4s)-4-(2-(((R)-2-(3-Fluorophenyl)-2-hydroxyethyl)amino)-propan-2-yl)cyclohexane-1-carboxylate